2-(1H-indazol-4-yl)-6,7-dimethoxy-4-(piperidine-1-carbonyl)isoquinolin-1(2H)-one N1N=CC2=C(C=CC=C12)N1C(C2=CC(=C(C=C2C(=C1)C(=O)N1CCCCC1)OC)OC)=O